3,5-bis((pyridin-2-yldisulfanyl)methyl)benzoic acid N1=C(C=CC=C1)SSCC=1C=C(C(=O)O)C=C(C1)CSSC1=NC=CC=C1